CC(C(=O)O[C@H]1[C@@H](OC(C(COC([C@@H]1CC1=CC=CC=C1)=O)NC(=O)C1N(C=CC=C1O)OC)=O)C)C [(6S,7R,8R)-8-benzyl-3-[(3-hydroxy-1-methoxy-pyridine-2-carbonyl)amino]-6-methyl-4,9-di-oxo-1,5-dioxonan-7-yl] 2-methylpropanoate